BrC=1C(=C(CNCCCNC2=CC(C3=C(N2)C=CS3)=O)C=C(C1)Br)OCCC1=CC(=C(C=C1)Cl)Cl 5-(3-{3,5-dibromo-2-[2-(3,4-dichloro-phenyl)-ethoxy]-benzylamino}-propylamino)-4H-thieno[3,2-b]pyridin-7-one